ClC1=NC(=CC(=C1)C(C=1C=CC(=NC1)C(=O)O)(F)F)N1CCN(CC1)S(=O)(=O)C1=CC=C(C=C1)N1C(C[C@H](C1)C)=O 5-[[2-chloro-6-[4-[4-[(4R)-4-methyl-2-oxo-pyrrolidin-1-yl]phenyl]sulfonylpiperazin-1-yl]-4-pyridinyl]-difluoro-methyl]pyridine-2-carboxylic acid